7-bromo-benzo[1,2,5]Thiadiazole-4-formaldehyde BrC1=CC=C(C2=NSN=C21)C=O